CC1=CC2=C(C(=CC=3C(C=4C=C(C=CC4C23)N2CCOCC2)(CCC)CCC)O)C=C1 2-methyl-9-morpholino-7,7-dipropyl-7H-benzo[c]fluoren-5-ol